C(#N)C=1C(=C(C=CC1)[C@@H](C)NC1=NN=C(C2=CC(=C(C=C12)N1CCOCC1)C#N)C)C (R)-1-((1-(3-cyano-2-methylphenyl)ethyl)amino)-4-methyl-7-morpholinophthalazine-6-carbonitrile